O1C(CC1)CCN 2-(oxetan-2-yl)ethan-1-amine